9-(3-fluorobicyclo[1.1.1]pentan-1-yl)-7-methyl-2-((7-methyl-[1,2,4]triazolo[1,5-a]pyridin-6-yl)amino)-7,9-dihydro-8H-purine-8-thione FC12CC(C1)(C2)N2C1=NC(=NC=C1N(C2=S)C)NC=2C(=CC=1N(C2)N=CN1)C